3-(4-(2-fluoro-5-methylphenyl)-4H-1,2,4-triazol-3-yl)-2-(6-methyl-4-(trifluoromethyl)pyridin-2-yl)hexahydrocyclopenta[c]pyrrol-1(2H)-one FC1=C(C=C(C=C1)C)N1C(=NN=C1)C1C2C(C(N1C1=NC(=CC(=C1)C(F)(F)F)C)=O)CCC2